NC1=CC=C(C=C1)C(C)(C)C1=CC=C(C=C1)N 2,2-bis(p-aminophenyl)propane